ClC1=CN=CC(=N1)NC(=O)C1N(CC(C1)F)C(=O)OCCCC butyl 2-((6-chloropyrazin-2-yl)carbamoyl)-4-fluoropyrrolidine-1-carboxylate